{2-[4-(2-dimethylamino-ethoxy)-phenylamino]-5-methyl-pyrimidin-4-ylamino}-3H-benzooxazol-2-one CN(CCOC1=CC=C(C=C1)NC1=NC=C(C(=N1)NN1C(OC2=C1C=CC=C2)=O)C)C